(4-(tert-butoxycarbonyl)-2,3,4,5-tetrahydrobenzo[f][1,4]oxazepin-7-yl)boronic acid C(C)(C)(C)OC(=O)N1CCOC2=C(C1)C=C(C=C2)B(O)O